trans-4-aminotetralin NC1CCCC2=CC=CC=C12